C[C@@H]1CN(C[C@@H](O1)C)C1=C(C(=NC=N1)NC1=NNC2=CC(=CC=C12)[C@@H]1C[C@@]12C(NC1=CC=C(C=C21)OC)=O)OC (1R,2S)-2-[3-({6-[(2R,6S)-2,6-dimethylmorpholin-4-yl]-5-methoxypyrimidin-4-yl}amino)-1H-indazol-6-yl]-5'-methoxyspiro[cyclopropane-1,3'-indol]-2'(1'H)-one